C(C)OC(C(C)C1=CC=NC=C1)=O (4-pyridyl)propionic acid ethyl ester